ethyl-2-bromo-1,5-dimethyl-1H-imidazole-4-carboxylate C(C)OC(=O)C=1N=C(N(C1C)C)Br